Dipentylerythritol C(CCCC)[C@@]([C@](CO)(O)CCCCC)(O)CO